3-acetoxy-2-hydroxypropyl methacrylate (3-acetoxy-2-hydroxypropyl methacrylate) C(C)(=O)OCC(CC=C(C(=O)O)C)O.C(C(=C)C)(=O)OCC(COC(C)=O)O